CC1(CC1)CC(=O)Cl 2-(1-Methylcyclopropyl)acetyl chloride